(5-Chloro-3-(5-methylisoxazol-3-yl)-1-propyl-1H-pyrazol-4-yl)(9-(3,3-dimethylbutyl)-3,9-diazaspiro[5.5]undecan-3-yl)methanone ClC1=C(C(=NN1CCC)C1=NOC(=C1)C)C(=O)N1CCC2(CC1)CCN(CC2)CCC(C)(C)C